ClC=1C=CC(=C(C1)C1=C(C=CC=C1)NC(C1=NC=CC=C1)=O)[Se]C1=CC=CC=C1 N-(5'-chloro-2'-(phenylselanyl)-[1,1'-biphenyl]-2-yl)picolinamide